dimethyl-eicosyl-[3-(triethoxysilyl)propyl]ammonium bromide [Br-].C[N+](CCC[Si](OCC)(OCC)OCC)(CCCCCCCCCCCCCCCCCCCC)C